NC=1C2=C(N=CN1)N(C=C2C2=CC(=C(C#N)C=C2)F)[C@@H](C)C=2N=NN(C2)C2=C(C=CC=C2)F 4-(4-amino-7-{(1S)-1-[1-(2-fluorophenyl)-1H-1,2,3-triazol-4-yl]ethyl}-7H-pyrrolo[2,3-d]pyrimidin-5-yl)-2-fluorobenzonitrile